methyl (S)-7-methyl-2-phenethyl-3-(piperidin-4-yl)-3,7,8,9-tetrahydro-6H-imidazo[4,5-f]quinoline-6-carboxylate C[C@@H]1N(C2=CC=C3C(=C2CC1)N=C(N3C3CCNCC3)CCC3=CC=CC=C3)C(=O)OC